C(C)(C)(C)OC(=O)N1CCN(CC1)C1=C(N(C=2N(C1=O)N=C(N2)C2=CCCCCC2)CC(=O)NC2=CC=C(C=C2)C(C)(C)C)CC 4-(4-(2-((4-(tert-butyl)phenyl)amino)-2-oxoethyl)-2-(cyclohepta-1-en-1-yl)-5-ethyl-7-oxo-4,7-dihydro-[1,2,4]triazolo[1,5-a]pyrimidin-6-yl)piperazine-1-carboxylic acid tert-butyl ester